(2R,5S)-5-(4-Chlorobenzyl)-4-(4-(1,5-dimethyl-1H-pyrazol-3-yl)cyclohexyl)-N-ethylmorpholin-2-carboxamid ClC1=CC=C(C[C@H]2CO[C@H](CN2C2CCC(CC2)C2=NN(C(=C2)C)C)C(=O)NCC)C=C1